4-(2-Bromo-5-ethyl-4-(2-((2-fluoro-4-(trifluoromethyl)phenyl)amino)-2-oxoethyl)-7-oxo-4,7-dihydro-[1,2,4]triazolo[1,5-a]pyrimidin-6-yl)piperazine-1-carboxylic acid tert-butyl ester C(C)(C)(C)OC(=O)N1CCN(CC1)C1=C(N(C=2N(C1=O)N=C(N2)Br)CC(=O)NC2=C(C=C(C=C2)C(F)(F)F)F)CC